trans-5-(benzhydrylamino)-1,3-dioxane-2-carboxylic acid ethyl ester C(C)OC(=O)[C@@H]1OC[C@H](CO1)NC(C1=CC=CC=C1)C1=CC=CC=C1